COC(=O)[C@@H]1C[C@H](CCC1)OC=1C(=NC(=CC1)C=1N=NN(C1CN1N=NC(=C1)CC1CC1)C)C1CC1 (1S,3S)-3-((2-cyclopropyl-6-(5-((4-(cyclopropylmethyl)-1H-1,2,3-triazole-1-yl)methyl)-1-methyl-1H-1,2,3-triazol-4-yl)pyridin-3-yl)oxy)cyclohexane-1-carboxylic acid methyl ester